OC[C@H]1N(CCOC1)C1=CC=C(N=N1)C1=C(C=C(C=C1C)C)O 2-[6-[(3R)-3-(hydroxymethyl)morpholin-4-yl]pyridazin-3-yl]-3,5-dimethyl-phenol